ClCCCCCCOCCOCCOCCOCCNC(OCCOC(C#CCl)(F)F)=O 2-((3-chloro-1,1-difluoroprop-2-yn-1-yl)oxy)ethyl (18-chloro-3,6,9,12-tetraoxaoctadecyl)carbamate